BrC1=CC(=C(C(=C1)OC)S(=O)(=O)N(C1=NOC2=C1C=C(C(=C2)N(C(OC(C)(C)C)=O)C2=NN(C(=C2)C2CC2)C2OCCCC2)OC)CC2=CC=C(C=C2)OC)OC tert-butyl (3-{(4-bromo-2,6-dimethoxybenzene-1-sulfonyl)[(4-methoxyphenyl)methyl]amino}-5-methoxy-1,2-benzoxazol-6-yl)[5-cyclopropyl-1-(oxan-2-yl)-1H-pyrazol-3-yl]carbamate